methyl (2R,3S,3aS,6aS)-3-((fluoromethyl)sulfonamido)-2-((((1s,4S)-4-(3-fluorophenyl)-cyclohexyl)-oxy)methyl)hexahydro-1H-furo[3,4-b]pyrrole-1-carboxylate FCS(=O)(=O)N[C@H]1[C@@H]2[C@H](N([C@H]1COC1CCC(CC1)C1=CC(=CC=C1)F)C(=O)OC)COC2